C(C)(=O)N(C1=C(C=C(C=C1)C1=CC=C(C=N1)C(=O)NC=1C=NC=CC1)Cl)CC1CC1 6-[4-[acetyl-(cyclopropylmethyl)amino]-3-chloro-phenyl]-N-(3-pyridyl)pyridine-3-carboxamide